2-(4-bromophenoxy)-6,7-dihydropyrrolo[1,2-a]thiazolo[5,4-d]pyrimidine-9(5H)-one BrC1=CC=C(OC=2SC=3N=C4N(C(C3N2)=O)CCC4)C=C1